ClC1=CC=C(C=C1)C(N1C[C@@H](N(C[C@H]1C)C1=CC(N(C2=CC=C(N=C12)OC)C)=O)C)C1=CC=C(C=C1)F 4-[(2S,5r)-4-[(4-chlorophenyl)(4-fluorophenyl)methyl]-2,5-dimethylpiperazin-1-yl]-6-methoxy-1-methyl-1,2-dihydro-1,5-naphthyridin-2-one